4-Fluorobenzyl-6'-fluoro-4'-hydroxy-3',4'-dihydro-1'H-spiro[piperidine-4,2'-quinoline]-1-carboxylic acid FC1=CC=C(CN2C3(CC(C4=CC(=CC=C24)F)O)CCN(CC3)C(=O)O)C=C1